BrC1=CC(=C(C(=C1)OC)S(=O)(=O)NC1=NOC2=C1C=C(C(=C2)NC2=NN(C(=C2)C2CC2)C2OCCCC2)OC)OC 4-bromo-N-(6-{[5-cyclopropyl-1-(oxan-2-yl)-1H-pyrazol-3-yl]amino}-5-methoxy-1,2-benzoxazol-3-yl)-2,6-dimethoxybenzene-1-sulfonamide